COC(C=C(CC1=C(C=CC(=C1)C(F)(F)F)[N+](=O)[O-])N)=O.C(CC)C(COCC(C[N+]1=CC2=CC=CC=C2CC1)OS(=O)(=O)O)CCCCC 3,4-dihydro-2-[3-[(2-propylheptyl)oxy]-2-(sulfooxy)propyl]isoquinolinium Methyl-3-amino-4-[2-nitro-5-(trifluoromethyl)phenyl]but-2-enoate